C(C)O[C@H]1[C@@H](SC=2C(=NC=C(C2)Cl)C#N)O[C@@H]([C@@H]([C@@H]1N1N=NC(=C1)C1=CC(=C(C(=C1)F)F)F)O)CO 5-Chloro-2-cyano-pyridin-3-yl 3-deoxy-2-O-ethyl-3-[4-(3,4,5-trifluoro-phenyl)-1H-1,2,3-triazol-1-yl]-1-thio-α-D-galactopyranoside